2-(2-bromo-4-chlorophenyl)naphthalene BrC1=C(C=CC(=C1)Cl)C1=CC2=CC=CC=C2C=C1